CN(C=1N=CC=C2C1N(C(=C2)C(=O)O)C)C 7-(dimethylamino)-1-methylpyrrolo[2,3-c]pyridine-2-carboxylic acid